N-(4-tert-butylcyclohexyl)-3,5-bis-[4-tert-amylcyclohexylcarbonylamino]-benzamide C(C)(C)(C)C1CCC(CC1)NC(C1=CC(=CC(=C1)NC(=O)C1CCC(CC1)C(C)(C)CC)NC(=O)C1CCC(CC1)C(C)(C)CC)=O